4-(2-bromo-3-(trifluoromethyl)benzyl)-4-cyanopiperidine-1-carboxylic acid tert-butyl ester C(C)(C)(C)OC(=O)N1CCC(CC1)(C#N)CC1=C(C(=CC=C1)C(F)(F)F)Br